(S)-benzyl-3-((tert-Butoxycarbonyl)amino)-1-oxa-8-azaspiro[4.5]decane-8-carboxylic acid tert-butyl ester C(C)(C)(C)OC(=O)N1CCC2(CC([C@@H](O2)CC2=CC=CC=C2)NC(=O)OC(C)(C)C)CC1